2,2',2'',2'''-(1,4,7,10-tetraazacyclododecane-1,4,7,10-tetrayl)tetraacetic acid N1(CCN(CCN(CCN(CC1)CC(=O)O)CC(=O)O)CC(=O)O)CC(=O)O